COC=1C=C(CN(C=2C=C(CN3C(CNCC3)=O)C=CC2)CC2=CC(=CC=C2)OC)C=CC1 1-(3-(bis(3-methoxybenzyl)amino)benzyl)piperazin-2-one